Sulfanilic acid S(=O)(C1=CC=C(C=C1)N)(=O)O